2-(2-chloro-5-nitrophenyl)-1H-benzimidazole ClC1=C(C=C(C=C1)[N+](=O)[O-])C1=NC2=C(N1)C=CC=C2